2-[(2-amino-1,3-benzothiazol-5-yl)oxy]acetonitrile NC=1SC2=C(N1)C=C(C=C2)OCC#N